Methyl 2-(4-bromophenyl)-4,4-diethoxy-2-phenylbutanoate BrC1=CC=C(C=C1)C(C(=O)OC)(CC(OCC)OCC)C1=CC=CC=C1